Methyl ((2S)-1-((6S)-6-(((S)-1-(cyclopropylamino)-6,6-difluoro-1,2-dioxoheptan-3-yl)carbamoyl)-1,1-difluoro-5-azaspiro[2.4]heptan-5-yl)-3,3-dimethyl-1-oxobutan-2-yl)carbamate C1(CC1)NC(C([C@H](CCC(C)(F)F)NC(=O)[C@H]1N(CC2(CC2(F)F)C1)C([C@H](C(C)(C)C)NC(OC)=O)=O)=O)=O